((1r,4r)-4-(2-(1H-imidazol-1-yl)-6-methylpyrimidine-4-carboxamido)cyclohexyl)carbamic acid tert-butyl ester C(C)(C)(C)OC(NC1CCC(CC1)NC(=O)C1=NC(=NC(=C1)C)N1C=NC=C1)=O